COC(C1(CO1)C1=CC=C(C=C1)OC)=O trans-(4-methoxyphenyl)-2,3-epoxypropionic acid methyl ester